ClC1=C(C=CC(=C1I)F)N(S(=O)(=O)CCC)COCC[Si](C)(C)C N-(2-chloro-4-fluoro-3-iodophenyl)-N-((2-(trimethylsilyl)ethoxy)methyl)propane-1-sulfonamide